(S)-3-amino-7-(2-methoxyethoxy)-5-methyl-2,3-dihydrobenzo[b][1,4]-oxazepin-4(5H)-one N[C@@H]1C(N(C2=C(OC1)C=CC(=C2)OCCOC)C)=O